Dimethyl 1-[6-(dibenzylamino)-5-nitropyridin-2-yl]-4-oxocyclohexane-1,3-dicarboxylate C(C1=CC=CC=C1)N(C1=C(C=CC(=N1)C1(CC(C(CC1)=O)C(=O)OC)C(=O)OC)[N+](=O)[O-])CC1=CC=CC=C1